isooctyl-4,4'-thiobis(6-t-butyl-3-methylphenol) C(CCCCC(C)C)C1=C(C(=CC(=C1C)SC1=C(C=C(C(=C1)C(C)(C)C)O)C)C(C)(C)C)O